C1=C(C=CC=2OC3=C(C21)C=CC=C3)N dibenzo[b,d]furan-2-amin